4-oxo-5-(phenylamino)pentanoic acid methyl ester COC(CCC(CNC1=CC=CC=C1)=O)=O